N1(CCCCC1)C1=NC=2N(C=C1)N=CC2C(=O)OCC Ethyl 5-(piperidin-1-yl)pyrazolo[1,5-a]pyrimidine-3-carboxylate